C(C1=CC=CC=C1)OC1=C(C(=NC(=C1)C1=C(C=C(C=C1)C(C)(C)C)C)C)C(=O)O 4-benzyloxy-6-(4-tert-butyl-2-methyl-phenyl)-2-methyl-pyridine-3-carboxylic acid